C(C)(C)(CC)OCCCNCCCC=1NC=CN1 N-(3-(tert-pentoxy)propyl)-3-(imidazolyl)propan-1-amine